C(N)(=O)[C@@]1(COCC1)C1=CC=C(C=C1)C1(CC1)C(=O)OCC |r| (±)-ethyl 1-[4-(3-carbamoyltetrahydrofuran-3-yl)phenyl]cyclopropanecarboxylate